3-{[5-chloro-6-(5-methoxy-2-pyrazinyl)-2-indolyl]methyl}-1-(1-methylcyclopropyl)urea ClC=1C=C2C=C(NC2=CC1C1=NC=C(N=C1)OC)CNC(NC1(CC1)C)=O